C(C)(C)N1N=C(C=2C1=NC=NC2N)C2=CC(=NN2C2OCCCC2)C=C 1-isopropyl-3-(1-(tetrahydro-2H-pyran-2-yl)-3-vinyl-1H-pyrazol-5-yl)-1H-pyrazolo[3,4-d]Pyrimidine-4-amine